CC1=C(C=C(C=C1)C)NC(N(C)C(C)CCC1=CC=C(C=C1)O)=O 3-(2,5-dimethylphenyl)-1-(4-(4-hydroxyphenyl)butan-2-yl)-1-methylurea